Cl.NC1=NC(=C(C(=N1)N)OCCCOC1=C(C=CC(=C1)OC)/C=C/C(=O)NO)CC (E)-3-{2-[3-(2,4-Diamino-6-ethylpyrimidin-5-yloxy)propoxy]-4-methoxyphenyl}-N-hydroxyacrylamide hydrochloride